((2R,7aR)-2-Fluoro-6-methyl-2,3-dihydro-1H-pyrrolizin-7a(5H)-yl)methanol F[C@@H]1C[C@@]2(C=C(CN2C1)C)CO